(8-bromo-6-cyclopropylimidazo[1,2-a]pyridin-2-yl)methanol BrC=1C=2N(C=C(C1)C1CC1)C=C(N2)CO